6-((2-amino-6-chloro-7-fluoro-1-(1-propyl-1H-pyrazol-4-yl)-1H-indol-3-yl)thio)picolinic acid NC=1N(C2=C(C(=CC=C2C1SC1=CC=CC(=N1)C(=O)O)Cl)F)C=1C=NN(C1)CCC